6-AMINOPYRAZINE-2-CARBOXYLIC ACID NC1=CN=CC(=N1)C(=O)O